[Si](C1=CC=CC=C1)(C1=CC=CC=C1)(C(C)(C)C)OCC1=NN(C(=N1)CO)C (3-(((tert-butyldiphenylsilyl)oxy)methyl)-1-methyl-1H-1,2,4-triazol-5-yl)methanol